N(=[N+]=[N-])CC=1C(=NC=CC1)C(=O)NC1=CC=C(C=C1)OC(F)(F)F (azidomethyl)-N-(4-(trifluoromethoxy)phenyl)pyridineamide